N-(2-((6-(2,6-dichloro-3,5-dimethoxyphenyl)-8-((oxetan-3-ylmethyl)amino)pyrido[3,4-d]pyrimidin-2-yl)amino)-3-methylphenyl)acryl-amide ClC1=C(C(=C(C=C1OC)OC)Cl)C1=CC2=C(N=C(N=C2)NC2=C(C=CC=C2C)NC(C=C)=O)C(=N1)NCC1COC1